1-[(3R)-5,5-Difluoropiperidin-3-yl]pyrrolidin-2-one, (1S)-(+)-10-camphorsulfonic acid salt [C@]12(C(=O)CC(CC1)C2(C)C)CS(=O)(=O)O.FC2(C[C@H](CNC2)N2C(CCC2)=O)F